ClC1=C(C=CC=C1)S(=O)(=O)NC1=C(C=C(C=C1)C=1C=C2C=NC(=NC2=C(C1)CC)NC1CCC(CC1)N(C)C)F 2-chloro-N-(4-(2-(((1r,4r)-4-(dimethylamino)cyclohexyl)amino)-8-ethylquinazolin-6-yl)-2-fluoro-phenyl)benzene-sulfonamide